C1(=CCCCC1)C=1C=CC=C2C=C(C=NC12)C(=O)NC(C)C1=NC=CC=C1 8-(cyclohex-1-en-1-yl)-N-(1-(pyridin-2-yl)ethyl)quinoline-3-carboxamide